BrC1=CC=2C(=C(N=NC2Cl)C)N(C1=O)C 3-bromo-5-chloro-1,8-dimethyl-pyrido[2,3-d]pyridazin-2-one